C(\C=C\C(=O)[O-])(=O)[O-] Fumarat